4-((3-(5-Cyanothiophen-2-yl)-1H-pyrazol-5-yl)amino)-N-(1-methylpiperidin-4-yl)phthalamide ethyl-2-amino-5-(4-nitrophenyl)-1H-pyrrole-3-carboxylate C(C)OC(=O)C1=C(NC(=C1)C1=CC=C(C=C1)[N+](=O)[O-])N.C(#N)C1=CC=C(S1)C1=NNC(=C1)NC=1C=C(C(C(=O)NC2CCN(CC2)C)=CC1)C(=O)N